tert-Butyl (E)-3-(4-formyl-2-methyl-pyrazol-3-yl)prop-2-enoate C(=O)C1=C(N(N=C1)C)/C=C/C(=O)OC(C)(C)C